2-methoxy-9,9-diphenylfluorene COC1=CC=2C(C3=CC=CC=C3C2C=C1)(C1=CC=CC=C1)C1=CC=CC=C1